2-methyl-5-(3-(trifluoromethyl)phenyl)furan-3-carbonyl chloride CC=1OC(=CC1C(=O)Cl)C1=CC(=CC=C1)C(F)(F)F